6-Chloro-3-[(1R)-1-[3,6-dimethyl-2-[1-(2-oxabicyclo[2.1.1]hexan-4-ylmethyl)pyrazol-4-yl]-4-oxo-chromen-8-yl]ethoxy]pyridine-2-sulfonamide ClC1=CC=C(C(=N1)S(=O)(=O)N)O[C@H](C)C=1C=C(C=C2C(C(=C(OC12)C=1C=NN(C1)CC12COC(C1)C2)C)=O)C